C[C@@H]1CN=C2N1C1=CC=C(C=C1C(N2CC=2C=NN(C2)C)=O)S(=O)(=O)O (1R)-1-methyl-4-[(1-methylpyrazol-4-yl)methyl]-5-oxo-1H,2H-imidazo[1,2-a]quinazoline-7-sulfonic acid